FC1=C(C=O)C(=CC=C1C#N)F 2,6-difluoro-3-cyanobenzaldehyde